O[C@@H]1C[C@H]2[C@H](CCC3=C(O2)C=C(C=C3)C(=O)O)[C@H]1\C=C\[C@@H]([C@H](CCCC)C(F)(F)F)O (1R,2R,3aS,10aR)-2-hydroxy-1-[(1E,3S,4S)-3-hydroxy-4-(trifluoromethyl)-1-octen-1-yl]-2,3,3a,9,10,10a-hexahydro-1H-benzo[b]cyclopenta[f]oxepin-6-carboxylic acid